5-acetyl-3-(4-fluorophenyl)-7-methylquinolin-2(1H)-one C(C)(=O)C1=C2C=C(C(NC2=CC(=C1)C)=O)C1=CC=C(C=C1)F